C(N)(OC(CC1=CC=CC=C1)C(S(N)(=O)=O)C(C)(C)C)=O tert-butyl(1-phenyl-3-sulfamoylpropan-2-yl) carbamate